COC1=CC2=C(SC(=C2)C(CCC(=O)OCC2=CC=C(C=C2)N=NC2=CC=C(C=C2)CC(=O)ON2C(CCC2=O)=O)=O)C=C1OC 4-((4-(2-((2,5-dioxopyrrolidin-1-yl)oxy)-2-oxoethyl)phenyl)diazenyl)benzyl 4-(5,6-dimethoxybenzo[b]thiophen-2-yl)-4-oxobutanoate